N1C=C(C2=CC=CC=C12)C[C@H](CC(=O)OC)N1N=NC=C1CNS(=O)(=O)C=1SC(=CC1)C1=CC=CC=C1 Methyl (3R)-4-(1H-indol-3-yl)-3-[5-[[(5-phenyl-2-thienyl)sulfonylamino]methyl]triazol-1-yl]butanoate